(3aR,6aR)-3a,6a-Dihydro-2,2-dimethyl-4H-cyclopenta-1,3-dioxol-4-one CC1(O[C@@H]2[C@H](O1)C=CC2=O)C